(2R,3S,4R,5R)-5-cyano-2-((2-cyclohexylacetoxy)methyl)-4-hydroxy-5-(4-((R)-2-methylbutanamido)pyrrolo[2,1-f][1,2,4]triazin-7-yl)tetrahydrofuran-3-yl (tert-butoxycarbonyl)-L-valinate C(C)(C)(C)OC(=O)N[C@@H](C(C)C)C(=O)O[C@@H]1[C@H](O[C@]([C@@H]1O)(C1=CC=C2C(=NC=NN21)NC([C@@H](CC)C)=O)C#N)COC(CC2CCCCC2)=O